ClC1=C(C=CC=C1F)N1[C@@H](CN(CC1)CC[C@@H]1CC[C@H](CC1)NC(=O)C1(CC1)O)C N-(trans-4-(2-((R)-4-(2-chloro-3-fluorophenyl)-3-methylpiperazin-1-yl)ethyl)cyclohexyl)-1-hydroxycyclopropane-1-carboxamide